[N-](S(=O)(=O)C(F)(F)F)S(=O)(=O)C(F)(F)F.OC=1NC=CN1 hydroxyimidazole bistrifluoromethanesulfonimide salt